ethyl decanoate (ethyl hexanoate) C(C)C(C(=O)O)CCCC.C(CCCCCCCCC)(=O)OCC